FC(C)(S(=O)(=O)C1=CC(=CC=C1)F)C1CCN(CC1)C(=O)NC1=CN=NC=C1 4-(1-fluoro-1-((3-fluorophenyl)sulfonyl)ethyl)-N-(pyridazin-4-yl)piperidine-1-carboxamide